FC=1C=C(C=C(C1)F)CC 3,5-difluoroethyl-benzene